N1=C(C=CC=2CCCNC12)CCCCCCC[C@@H](C(=O)O)NC(=O)[C@H]1COCC1 (S)-9-(5,6,7,8-tetrahydro-1,8-naphthyridin-2-yl)-2-((R)-tetrahydrofuran-3-carboxamido)nonanoic acid